CC1=NC(=CC=C1)C=O methyl-6-formyl-pyridine